C(C)(C)(C)OC(=O)N1CC(OCC1)C1=CC=[N+](C=C1)[O-] 4-(4-(tert-butoxycarbonyl)morpholin-2-yl)pyridine 1-oxide